2-amino-3,5-divinyl-pyridine NC1=NC=C(C=C1C=C)C=C